1-((1RS,3SR)-5'-Bromo-4'-chloro-1',2'-dihydrospiro[cyclopentane-1,3'-pyrrolo[2,3-b]pyridin]-3-yl)-1H-1,2,4-triazol-5-amine BrC=1C(=C2C(=NC1)NC[C@]21C[C@H](CC1)N1N=CN=C1N)Cl |r|